[Cl-].[Cl-].C1(=CC=CC=C1)[SiH](C1=CC=CC=C1)[Hf+2](C1(C=CC=C1)C[Si](C)(C)C)C1(C=CC=C1)C[Si](C)(C)C Diphenylsilyl-bis-((trimethylsilyl)methylcyclopentadienyl)hafnium dichloride